N1(C=NC=C1)C1=CC=C(COC=2C=C(N=NC2)NC(=O)[C@@H]2[C@H](C2)C2=CC(=CC=C2)Cl)C=C1 |r| rac-(1S*,2S*)-N-(5-((4-(1H-imidazol-1-yl)benzyl)oxy)pyridazin-3-yl)-2-(3-chlorophenyl)cyclopropane-1-carboxamide